C(C)OC(=O)C=1C(CC2N(C3C(C=4C=C(C(=CC24)OC)OCCCOC)CCC3(C)C)C1)=O 10-methoxy-11-(3-methoxypropoxy)-3,3-dimethyl-7-oxo-1,2,3,3a,7,8,8a,12b-octahydrocyclopenta[c]pyrido[2,1-a]isoquinoline-6-carboxylic acid ethyl ester